disodium N-octadecyl-sulfosalicylamide C(CCCCCCCCCCCCCCCCC)NC(C=1C(OS(=O)(=O)O)=CC=CC1)=O.[Na].[Na]